ClC=1C=C(C2=C(CCO2)C1C1=NC(=NC(=C1)C)NC)Cl 4-(5,7-Dichloro-2,3-dihydrobenzofuran-4-yl)-N,6-dimethylpyrimidin-2-amine